NC=1N=C(N(N1)C1=NC=CC=N1)[C@H](C)NC(C1=CC(=CC(=C1)C(F)(F)F)C(F)(F)F)=O N-[(1S)-1-(5-amino-2-pyrimidin-2-yl-1,2,4-triazol-3-yl)ethyl]-3,5-bis(trifluoromethyl)benzamide